3-chloro-N-(4-methoxyphenylethyl)benzenesulfonamide ClC=1C=C(C=CC1)S(=O)(=O)NCCC1=CC=C(C=C1)OC